C1(CC1)C#CC1CCC(CC1)OC[C@H]1[C@H](CCC2=CC=C(C(N12)=O)C)NS(=O)(=O)C |r| rac-N-[(3S,4R)-4-({[(1s,4S)-4-(cyclopropylethynyl)cyclohexyl]oxy}methyl)-7-methyl-6-oxo-1,3,4,6-tetrahydro-2H-quinolizin-3-yl]methanesulfonamide